N-(1-adamantylmethyl)-2-chloro-5-[3-(3-hydroxypropylamino)propyl]benzamide C12(CC3CC(CC(C1)C3)C2)CNC(C2=C(C=CC(=C2)CCCNCCCO)Cl)=O